(Z)-N-(3-(2-(benzyloxy)ethoxy)propylidene)-2-methylpropane-2-sulfinamide C(C1=CC=CC=C1)OCCOCC\C=N/S(=O)C(C)(C)C